ClC=1C=C(C=C(C1)NS(=O)(=O)C)NC(=O)C=1SC(=C(C1)C1=NC=C(C=C1C(C)OC=1C=NC=C(C1)F)F)C N-(3-chloro-5-methanesulfonamidophenyl)-4-(5-fluoro-3-{1-[(5-fluoropyridin-3-yl)oxy]ethyl}pyridin-2-yl)-5-methylthiophene-2-carboxamide